ClC=1C=C2C=NN(C2=CC1N1CCC(CC1)C(C)(C)O)C=1C=NN(C1)C12CC(C1)(C2)COC 2-[1-[5-chloro-1-[1-[3-(methoxymethyl)-1-bicyclo[1.1.1]pentanyl]pyrazol-4-yl]indazol-6-yl]-4-piperidyl]propan-2-ol